C[Si](CCOCN1C=CC2=CC=C(C=C12)C(=O)OC)(C)C methyl 1-((2-(trimethyl silyl) ethoxy) methyl)-1H-indole-6-carboxylate